FC(C1=CC=C(C=C1)NN)(F)F (4-(trifluoromethyl)phenyl)hydrazine